4-(tetrahydropyrrole-1-yl)benzonitrile N1(CCCC1)C1=CC=C(C#N)C=C1